3-acetamido-N-[2-[2-[[2-[4-[2-fluoro-5-[(4-oxo-3H-phthalazin-1-yl)methyl]benzoyl]piperazin-1-yl]-2-oxo-ethyl]amino]ethoxy]ethyl]-5-[3-(oxetan-3-yl)phenyl]pyridine-2-carboxamide C(C)(=O)NC=1C(=NC=C(C1)C1=CC(=CC=C1)C1COC1)C(=O)NCCOCCNCC(=O)N1CCN(CC1)C(C1=C(C=CC(=C1)CC1=NNC(C2=CC=CC=C12)=O)F)=O